OC1(CC(C1)NC=1N=NC(=C2C1OC=C2)C2=NC=C(C=C2O)C(F)(F)F)C 2-(7-(((cis)-3-hydroxy-3-methylcyclobutyl)amino)furo[2,3-d]pyridazin-4-yl)-5-(trifluoromethyl)pyridin-3-ol